COC(=O)C1(CCCCC1)OC=1C(=NC(=CC1)C=1SC=CC1C=O)C ((6-(3-formylthiophen-2-yl)-2-methylpyridin-3-yl)oxy)cyclohexane-1-carboxylic acid methyl ester